(S)-3-(2,4-difluorophenyl)-10-ethyl-11-methoxy-2,3,4,4a,5,6-hexahydro-1H,14H-pyrazino[1',2':5,6][1,5]oxazocino[2,3-g]quinoline FC1=C(C=CC(=C1)F)N1C[C@H]2N(CC3=C(C=C4C=C(C(=NC4=C3)OC)CC)OCC2)CC1